ClC(=C)C(C)(F)F 2-chloro-3,3-difluorobut-1-ene